ClC1=CN=C2N1C=C(C=N2)C=2C=CN1N=C(N=CC12)NCC(F)(F)C1CC1 5-(3-chloroimidazo[1,2-a]pyrimidin-6-yl)-N-(2-cyclopropyl-2,2-difluoroethyl)pyrrolo[2,1-f][1,2,4]triazin-2-amine